C(C1=CC=CC=C1)OC=1C=C2C(=CNC2=CC1)CC1=CNC2=CC=C(C=C12)OCC1=CC=CC=C1 bis(5-(benzoxy)-1H-indol-3-yl)methane